N=1C=NN2C1C=CC(=C2)C=2C=CN1N=C(N=C(C12)OC)NC1CC(C1)(C)NC(CO)=O N-((1R,3R)-3-((5-([1,2,4]triazolo[1,5-a]pyridin-6-yl)-4-methoxypyrrolo[2,1-f][1,2,4]triazin-2-yl)amino)-1-methylcyclobutyl)-2-hydroxyacetamide